C(C)N(C(=O)NC1=CC=CC=C1)C1=CC=CC=C1 N-ethyl-N,N'-diphenyl-urea